1-(4-Benzoyl-3,4-dihydroquinoxaline-1(2H)-yl)-2-(4-methylpiperazin-1-yl)ethan-1-one C(C1=CC=CC=C1)(=O)N1CCN(C2=CC=CC=C12)C(CN1CCN(CC1)C)=O